FC(C1=NN2C(N=C(C=C2NCC(CC)(C2=CC=C(C=C2)F)C2CN(C2)C(=O)N)C(F)(F)F)=C1)(F)F 3-(1-((2,5-bis(trifluoromethyl)pyrazolo[1,5-a]pyrimidin-7-yl)amino)-2-(4-fluorophenyl)butan-2-yl)azetidine-1-carboxamide